NC1=NN(C=C1C(=O)N[C@H]1C[C@H](CCC1)NC1=CC(=NC2=CC=C(C=C12)Cl)C(F)(F)F)C 3-amino-N-[(1R,3S)-3-{[6-chloro-2-(trifluoromethyl)quinolin-4-yl]amino}cyclohexyl]-1-methyl-1H-pyrazole-4-carboxamide